N1=C2C(=CC=C1NC(=O)C1=C(C(=O)O)C=C(C=C1)C(F)(F)F)CCOC2 2-({5H,6H,8H-pyrano[3,4-b]pyridin-2-yl}carbamoyl)-5-(trifluoromethyl)benzoic acid